FC(C=1N=C(OC1C(=O)N1[C@@H](C2=C(CC1)NC=N2)C=2OC1=C(N2)C=CC=C1F)C1=NC=C(C=C1)C(F)(F)F)F (S)-(4-(difluoromethyl)-2-(5-(trifluoromethyl)pyridin-2-yl)oxazol-5-yl)(4-(7-fluorobenzo[d]oxazol-2-yl)-6,7-dihydro-1H-imidazo[4,5-c]pyridin-5(4H)-yl)methanone